P(OC1=C(C(=CC=C1)C(C)(C)C)C(C)(C)C)(OC1=C(C(=CC=C1)C(C)(C)C)C(C)(C)C)OC1=C(C(=CC=C1)C(C)(C)C)C(C)(C)C tris(2,3-di-t-butyl phenyl) phosphite